COC1=C(CCN(C(OC(C)(C)C)=O)C)C(=CC=C1)[N+](=O)[O-] tert-butyl (2-methoxy-6-nitrophenethyl)(methyl)carbamate